FC=1C=C(C(=CC1)C1=CC=CC=C1)C(=O)NC=1N=CC(=NC1)C(=O)O 5-{4-fluoro-[1,1'-biphenyl]-2-amido}pyrazine-2-carboxylic acid